3-(1-((tert-butyldimethylsilyl)oxy)ethyl)aniline [Si](C)(C)(C(C)(C)C)OC(C)C=1C=C(N)C=CC1